4-(6-(4-(Aminomethyl)-4-hydroxypiperidin-1-yl)-1H-pyrazolo[3,4-b]pyrazine-3-yl)-3-chloropyridin-2-ol NCC1(CCN(CC1)C1=CN=C2C(=N1)NN=C2C2=C(C(=NC=C2)O)Cl)O